3,5-Dinitrobenzoic acid potassium salt [K+].[N+](=O)([O-])C=1C=C(C(=O)[O-])C=C(C1)[N+](=O)[O-]